IC1=CC=C(OCCCCO)C=C1 4-(4-iodophenoxy)butan-1-ol